ClC1=C(C(=O)O)C=C(C(=C1)F)N1C(N(C(=CC1=O)C(F)(F)F)C)=O 2-chloro-4-fluoro-5-(3-methyl-2,6-dioxo-4-trifluoromethyl-2,3-dihydropyrimidin-1(6H)-yl)benzoic acid